13,13'-(1,4-phenylene)bis(4,7,10-trimethyl-2,5,8,11-tetraoxatetradecan-13-ol) C1(=CC=C(C=C1)C(COC(COC(COC(COC)C)C)C)(C)O)C(COC(COC(COC(COC)C)C)C)(C)O